C(C)[C@@H]1C[C@H](C=2N1N=C(N2)C(=O)OCC)O ethyl trans-5-ethyl-7-hydroxy-6,7-dihydro-5H-pyrrolo[1,2-b][1,2,4]triazole-2-carboxylate